C1(=CC=CC=C1)C=1C=C(C=NC1)C=O 5-phenylpyridine-3-carbaldehyde